FC1=C(C=CC(=C1)F)C=1C(C(=CN(C1)C(C)C)C(=O)O)=O 5-(2,4-difluorophenyl)-1-isopropyl-4-oxo-1,4-dihydropyridine-3-carboxylic acid